N-(6-(5-chloro-6-fluoro-7-(1-methyl-1H-pyrrol-3-yl)-1H-indazol-4-yl)imidazo[1,2-a]pyrazin-2-yl)-2-fluorocyclopropane-1-carboxamide ClC=1C(=C2C=NNC2=C(C1F)C1=CN(C=C1)C)C=1N=CC=2N(C1)C=C(N2)NC(=O)C2C(C2)F